ClC1=C2C(=C(N=N1)OC)NC(C(=C2)C2CCS(CC2)(=O)=O)=O 5-chloro-3-(1,1-dioxidotetrahydro-2H-thiopyran-4-yl)-8-methoxypyrido[2,3-d]pyridazin-2(1H)-one